2-(4,6-bis(2,4-dimethylphenyl)-1,3,5-triazin-2-yl)-6-(tert-butyl)-4-(chloromethyl)phenol CC1=C(C=CC(=C1)C)C1=NC(=NC(=N1)C1=C(C=C(C=C1)C)C)C1=C(C(=CC(=C1)CCl)C(C)(C)C)O